[C@H]12CN(C[C@H](CC1)N2)C=2C1=C(N=C(N2)OC[C@]23CCCN3C[C@@H](C2)F)C(=C(N=C1)C=1C=C(C=C(C1C(C)C)F)O)F 3-(4-((1R,5S)-3,8-diazabicyclo[3.2.1]octan-3-yl)-8-fluoro-2-(((2R,7aS)-2-fluorotetrahydro-1H-pyrrolizin-7a(5H)-yl)methoxy)pyrido[4,3-d]pyrimidin-7-yl)-5-fluoro-4-isopropylphenol